NC1=C(C=O)C=C(C(=C1)Cl)Cl 2-amino-4,5-dichlorobenzaldehyde